5-[1-(cyclobutyl-methyl)-8-methylamino-2-oxo-8-phenyl-1,3-diazaspiro[4.5]decan-3-yl]-4-methoxy-pyrimidine-2-carbonitrile C1(CCC1)CN1C(N(CC12CCC(CC2)(C2=CC=CC=C2)NC)C=2C(=NC(=NC2)C#N)OC)=O